F[C@@H]1CN(CC1)C1=NC=CC(=C1C=1OC(=NN1)C1=CC=C(C=C1)C(C)C)C1=CC=CC=C1 (S)-2-(2-(3-fluoropyrrolidin-1-yl)-4-phenylpyridin-3-yl)-5-(4-isopropylphenyl)-1,3,4-oxadiazole